1-(3-bromophenyl)-1,4-dihydro-5H-tetrazol-5-one BrC=1C=C(C=CC1)N1N=NNC1=O